O1CCOC12CCN(CC2)C2=NOC(=C2)C(C(=O)OC)C(C)C methyl 2-(3-(1,4-dioxa-8-azaspiro[4.5]decan-8-yl)isoxazol-5-yl)-3-methylbutanoate